5-chloro-1'-[2-({3-[(cis)-3-hydroxy-3-methylcyclobutyl]-3H-imidazo[4,5-b]pyridin-6-yl}oxy)ethyl]-1,2-dihydrospiro[indole-3,4'-piperidin]-2-one ClC=1C=C2C(=CC1)NC(C21CCN(CC1)CCOC=1C=C2C(=NC1)N(C=N2)C2CC(C2)(C)O)=O